(R)-4-(3-hydroxyphenyl)-N-(8-methylisoquinolin-1-yl)-N-(piperidin-3-yl)piperidine-1-carboxamide OC=1C=C(C=CC1)C1CCN(CC1)C(=O)N([C@H]1CNCCC1)C1=NC=CC2=CC=CC(=C12)C